FC1=CC=C2C(CCOC2=C1)=CC(C)(S(=O)N)C (7-fluoro-2,3-dihydro-4H-chromen-4-ylidene)-2-methylpropane-2-sulfinamide